ClC1=CC2=C(N=C(S2)C)C=C1C(=O)OC methyl 6-chloro-2-methyl-1,3-benzothiazole-5-carboxylate